(E)-N-(3-chlorobenzyl)-3-(5-(4-chlorophenyl)-1-(2,4-diChlorophenyl)-4-methyl-1H-pyrazol-3-yl)acryl-amide ClC=1C=C(CNC(\C=C\C2=NN(C(=C2C)C2=CC=C(C=C2)Cl)C2=C(C=C(C=C2)Cl)Cl)=O)C=CC1